(cis)-(4-ethyl-pyrrolidin-3-yl)carbamic acid tert-butyl ester C(C)(C)(C)OC(N[C@@H]1CNC[C@@H]1CC)=O